1,3,5-Triphenylformazan C1(=CC=CC=C1)N=NC(=NNC1=CC=CC=C1)C1=CC=CC=C1